5-(4-chlorophenyl)-3-cyano-isoxazoline oxide ClC1=CC=C(C=C1)C1CC(=[N+](O1)[O-])C#N